p-phenylensulfone C12=CC=C(C=C1)S2(=O)=O